4-methylbenzenesulfonamide-3-d scandium gondoate C(CCCCCCCCC\C=C/CCCCCCCC)(=O)[O-].[Sc+3].CC1=C(C=C(C=C1)S(=O)(=O)N)[2H].C(CCCCCCCCC\C=C/CCCCCCCC)(=O)[O-].C(CCCCCCCCC\C=C/CCCCCCCC)(=O)[O-]